1-(4-iso-propylphenyl)ethanol C(C)(C)C1=CC=C(C=C1)C(C)O